piperazinophenol N1(CCNCC1)C1=C(C=CC=C1)O